The molecule is an anthocyanin cation that is pelargonidin in which the hydroxy group at position 3 is substituted by a 6-O-[(2E)-3-(4-hydroxyphenyl)prop-2-enoyl]-beta-D-glucopyranosyl group and the hydroxy group at position 5 is substituted by a 4,6-bis-O-(carboxyacetyl)-beta-D-glucopyranosyl group. It has a role as a plant metabolite. It derives from a pelargonidin. C1=CC(=CC=C1/C=C/C(=O)OC[C@@H]2[C@H]([C@@H]([C@H]([C@@H](O2)OC3=C([O+]=C4C=C(C=C(C4=C3)O[C@H]5[C@@H]([C@H]([C@@H]([C@H](O5)COC(=O)CC(=O)O)OC(=O)CC(=O)O)O)O)O)C6=CC=C(C=C6)O)O)O)O)O